(E)-2-(3,7-dimethylocta-2,6-dien-1-yl)-4-(2-methylpyridin-4-yl)-5-pentylbenzene-1,3-diol C\C(=C/CC1=C(C=C(C(=C1O)C1=CC(=NC=C1)C)CCCCC)O)\CCC=C(C)C